[(4-{[5-(4-chloro-2-fluorophenoxy)-4-methylpyridin-3-yl]methyl}-3-fluoropyridin-2-yl)sulfamoyl](methyl)amine ClC1=CC(=C(OC=2C(=C(C=NC2)CC2=C(C(=NC=C2)NS(=O)(=O)NC)F)C)C=C1)F